C(C)(C)(C)OC(=O)N1C[C@@H](CCC1)NC1=C2C(=NC=C1C(=O)OCC)NC=C2 ethyl (R)-4-((1-(tert-butoxycarbonyl) piperidin-3-yl) amino)-1H-pyrrolo[2,3-b]pyridine-5-carboxylate